2H-imidazol-2-one HCl salt Cl.N=1C(N=CC1)=O